C1(CC1)C1=NN=C(S1)NC([C@@H]([C@@H]1CC(CC1)(F)F)C1=CC(=C(C=C1)C#N)C#N)=O (S)-N-(5-cyclopropyl-1,3,4-thiadiazol-2-yl)-2-(3,4-dicyanophenyl)-2-((S)-3,3-difluorocyclopentyl)acetamide